Cl.C1C(CCC1)N 2-cyclopentanamine hydrochloride